IC(=CS(=O)(=O)C1=CC=C(C)C=C1)C1=CC=C(C=C1)C1=CC=CC=C1 4-(1-iodo-2-tosylvinyl)-1,1'-biphenyl